tert-butyl (3-(((2S*,4R*)-2-methyl-1-propionyl-1,2,3,4-tetrahydroquinolin-4-yl)amino)cyclobutyl)carbamate C[C@@H]1N(C2=CC=CC=C2[C@@H](C1)NC1CC(C1)NC(OC(C)(C)C)=O)C(CC)=O |o1:1,9|